(2RS)-2-(4-FORMYLPHENYL)PROPANOIC ACID C(=O)C1=CC=C(C=C1)[C@H](C(=O)O)C |r|